1,3-dichloro-7-methoxy-9,9-dimethyl-2(9H)-acridone ClC=1C(C(=CC2=NC3=CC=C(C=C3C(C12)(C)C)OC)Cl)=O